S1C(=NC2=C1C=CC=C2)NC=2C=C1CCN(C1=CC2)C=2SC=C(N2)C(=O)OCC ethyl 2-{5-[(1,3-benzothiazol-2-yl)amino]-2,3-dihydro-1H-indol-1-yl}-1,3-thiazole-4-carboxylate